C1CCC(CC1)=CC(C)=C1CCCCC1 1,2-bis(4-cyclohexylidene)propane